2-chloro-1,3-dimethyl-4,5-dihydroimidazol-1-ium ClC1=[N+](CCN1C)C